5-amino-2-(6-chloro-3-oxo-1H-pyrrolo[3,4-c]pyridin-2(3H)-yl)-5-oxopentanoic acid NC(CCC(C(=O)O)N1C(C=2C=NC(=CC2C1)Cl)=O)=O